(R)-9-(6-(3-amino-3-(pyridin-2-yl)pyrrolidin-1-yl)-3-fluoro-2-(trifluoromethyl)benzyl)-9H-purin-6-amine N[C@]1(CN(CC1)C1=CC=C(C(=C1CN1C2=NC=NC(=C2N=C1)N)C(F)(F)F)F)C1=NC=CC=C1